trans-2-((4-(4-(4-Chloro-2-fluorophenyl)-5-methyl-4H-1,2,4-triazol-3-yl)cyclohexyl)oxy)pyridin ClC1=CC(=C(C=C1)N1C(=NN=C1C)[C@@H]1CC[C@H](CC1)OC1=NC=CC=C1)F